C(CCCCCCCCCCC)N(CCCN)CCCCCCCCCCCC N',N'-di(dodecyl)propane-1,3-diamine